N1=CC=C(C=C1)N1N=CC(=C1)NC=1C2=C(N=CN1)C=CN=C2 N-(1-(pyridin-4-yl)-1H-pyrazol-4-yl)pyrido[4,3-d]Pyrimidine-4-amine